FC=1C=CC(=NC1)C1=NN(C=C1C1=CC=NC2=CC=CC=C12)C 4-[3-(5-fluoro-2-pyridinyl)-1-methyl-pyrazol-4-yl]quinoline